4-(2-(2-aminoethoxy)ethoxy)-2-(2,6-dioxopiperidin-3-yl)isoindoline-1,3-dione trifluoroacetate FC(C(=O)O)(F)F.NCCOCCOC1=C2C(N(C(C2=CC=C1)=O)C1C(NC(CC1)=O)=O)=O